OC=1C(CC2=C(N1)CC(OC2)(C)C)C#N 2-hydroxy-7,7-dimethyl-3,4,5,8-tetrahydropyrano[4,3-b]pyridine-3-carbonitrile